SCC1(C(C=CC=C1)[Si](OCC)(OCC)OCC)C 1-mercaptomethyltolyl-triethoxysilane